ClC1=NC(=CC=C1C1(CC1)O)Cl 1-(2,6-dichloro-3-pyridyl)cyclopropanol